ClC1=CC=C(C=C1)[C@]1(CNCC1)NS(=O)(=O)C=1C=NC(=CC1)OC(C)C (R)-N-(3-(4-chlorophenyl)pyrrolidin-3-yl)-6-isopropoxypyridine-3-sulfonamide